6-(1-(2-Azidoethyl)-1H-pyrazol-3-yl)-5-methyl-2-(1-methyl-1H-imidazol-2-yl)pyrrolo[2,1-f][1,2,4]triazin-4-ol N(=[N+]=[N-])CCN1N=C(C=C1)C=1C(=C2C(=NC(=NN2C1)C=1N(C=CN1)C)O)C